7-(4-(1-(2,2-difluoro-1-(4-fluorophenyl)propyl)-3-methyl-1H-pyrazol-4-yl)pyrimidin-2-yl)-[1,2,4]triazolo[1,5-a]pyridin-2-amine FC(C(C1=CC=C(C=C1)F)N1N=C(C(=C1)C1=NC(=NC=C1)C1=CC=2N(C=C1)N=C(N2)N)C)(C)F